CC1=NC(=CC(=C1)C1=CC=C2C(=C(NC2=C1)C=1C=C(C=CC1)C(=O)N1CCNCC1)C)C (3-(6-(2,6-dimethylpyridin-4-yl)-3-methyl-1H-indol-2-yl)phenyl)(piperazin-1-yl)methanone